NC1=C(C=CC(=C1)C=1C(=NOC1C)C)NC1CCC(CC1)(O)C (1s,4s)-4-((2-amino-4-(3,5-dimethylisoxazol-4-yl)phenyl)amino)-1-methylcyclohexanol